5-bromo-7-methyl-7H-pyrrolo[2,3-d]pyrimidine BrC1=CN(C=2N=CN=CC21)C